4-(6-(Quinolin-3-yl)pyrimidin-4-yl)piperazine-1-carboxylate N1=CC(=CC2=CC=CC=C12)C1=CC(=NC=N1)N1CCN(CC1)C(=O)[O-]